ClC1=CC(=C(C=C1F)[C@H](NC(=O)[C@@H]1N([C@@H]2C[C@@H]2C1)C(=O)C1=CC(=NC=C1)S(=O)(=O)C1CC1)C1CC1)F (1R,3R,5R)-N-((R)-(4-chloro-2,5-difluorophenyl)(cyclopropyl)methyl)-2-((2-(cyclopropylsulfonyl)-4-pyridinyl)carbonyl)-2-azabicyclo[3.1.0]hexane-3-carboxamide